N-[(6-Amino-2-pyridyl)sulfonyl]-2-(3-fluoro-5-isobutoxyphenyl)-6-[(4R)-2,2,4-trimethylpyrrolidin-1-yl]pyridin-3-carboxamid NC1=CC=CC(=N1)S(=O)(=O)NC(=O)C=1C(=NC(=CC1)N1C(C[C@H](C1)C)(C)C)C1=CC(=CC(=C1)OCC(C)C)F